tert-butyl 4-hydroxy-1-piperidinecarboxylate (t-butyl 4-hydroxy-1-piperidinecarboxylate) C(C)(C)(C)C1N(CCC(C1)O)C(=O)O.OC1CCN(CC1)C(=O)OC(C)(C)C